NC1=C2N=CN(C2=NC=N1)C[C@@H](C)OCP(OCCOCCCCCCCCCCCCCC[Si](C)(C)C(C)(C)C)(O)=O 2-((14-(tert-butyldimethylsilyl)tetradecyl)oxy)ethyl hydrogen ((((R)-1-(6-amino-9H-purin-9-yl)propan-2-yl)oxy)methyl)phosphonate